P(=O)([O-])([O-])[O-].[Li+].[F].[Li+].[Li+] fluorine lithium phosphate